BrCC(=O)C1=C(C(=NC=C1)OCC(C)(C)O)F 2-bromo-1-(3-fluoro-2-(2-hydroxy-2-methylpropyloxy)pyridin-4-yl)ethan-1-one